N-acetyl-piperazine C(C)(=O)N1CCNCC1